ClC=1C(=CC2=C(N(C(N=C2N2[C@H](CN(CC2)C(=O)OC(C)(C)C)C)=O)C=2C(=NC=CC2C)C(C)C)N1)F tert-butyl (S)-4-(7-chloro-6-fluoro-1-(2-isopropyl-4-methylpyridin-3-yl)-2-oxo-1,2-dihydropyrido[2,3-d]pyrimidin-4-yl)-3-methylpiperazine-1-carboxylate